FC1=CC(=C(OC=2C(=NC=NC2)N2CC3(CCN(C3)CC3=CC4=C(NC(N4)=O)C=C3)CC2)C=C1)C=1N=CSC1C(C)C 5-((7-(5-(4-fluoro-2-(5-isopropylthiazol-4-yl)phenoxy)pyrimidin-4-yl)-2,7-diazaspiro[4.4]nonan-2-yl)methyl)-1,3-dihydro-2H-benzo[d]imidazol-2-one